carboxyt-butyl ether C(=O)(O)OC(C)(C)C